Cl.Cl.NC1CCC(CC1)N[C@@H]1C[C@@H](N(C2=CC=CC=C12)C(CC)=O)C |o1:10,12| 1-((2S*,4R*)-4-(((1R,4R)-4-aminocyclohexyl)amino)-2-methyl-3,4-dihydroquinolin-1(2H)-yl)propan-1-one dihydrochloride